N-[2-nitro-5-(2,3,4,5,6-pentafluorophenoxy)benzenesulfonyl]acetamide [N+](=O)([O-])C1=C(C=C(C=C1)OC1=C(C(=C(C(=C1F)F)F)F)F)S(=O)(=O)NC(C)=O